4-{[1-(3,4-Dichloro-benzenesulfonyl)-4-methoxy-2,3-dihydro-1H-indole-6-carbonyl]-amino}-2-fluoro-benzoic acid ClC=1C=C(C=CC1Cl)S(=O)(=O)N1CCC2=C(C=C(C=C12)C(=O)NC1=CC(=C(C(=O)O)C=C1)F)OC